3-(1-sulfanylethyl)cyclohexane-1-thiol SC(C)C1CC(CCC1)S